BrC=1C=CC2=C(N(C(O2)=O)CC2=CC(=CC=C2)F)C1 5-bromo-3-(3-fluorobenzyl)benzo[d]oxazol-2(3H)-one